5-methoxy-2-(pyrrolo[1,2-a]pyrazin-6-ylmethoxy)benzaldehyde COC=1C=CC(=C(C=O)C1)OCC1=CC=C2N1C=CN=C2